Cl.C1(=CC=CC=C1)C(C(=O)N)C1=CC=CC=C1 2,2-diphenyl-acetamide hydrochloride